CC=1C=2N(C=C(C1)N1CC(CC1)(C1=CC=CC=C1)C)N=C(N2)CC=O 2-(8-methyl-6-(3-methyl-3-phenylpyrrolidin-1-yl)-[1,2,4]triazolo[1,5-a]pyridin-2-yl)acetaldehyde